CC=1C(=C2C=NNC2=CC1)C1=C(C=C2C(=NC(=NC2=C1OCC(F)(F)F)OC1CCN(CC1)C1CCOCC1)N1CCC2(CN(C2)C(C=C)=O)CC1)C=C (+)-1-{7-[7-(5-methyl-1H-indazol-4-yl)-2-{[1-(tetrahydro-2H-pyran-4-yl)piperidin-4-yl]oxy}-8-(2,2,2-trifluoroethoxy)-6-vinylquinazolin-4-yl]-2,7-diazaspiro[3.5]non-2-yl}prop-2-en-1-one